C(OC[C@]12CNC[C@H](CC1)N2C(=O)OC(C)(C)C)([2H])([2H])[2H] tert-butyl (1R,5S)-1-((methoxy-d3) methyl)-3,8-diazabicyclo[3.2.1]octane-8-carboxylate